C(C)(C)(C)OC(=O)N1CCC(CCC1)(CCC1=CC=CC=C1)COCC 4-(ethoxymethyl)-4-phenethylazepane-1-carboxylic acid tert-butyl ester